Cl.N[C@H](C(=O)O)CC1=CC=C(C=C1)C=1OC(=NN1)C1=CC=C(C=C1)Br (S)-2-amino-3-(4-(5-(4-bromophenyl)-1,3,4-oxadiazol-2-yl)phenyl)propanoic acid hydrochloride